tert-butyl N-[5-(2,2,2-trifluoro-1-hydroxy-1-methyl-ethyl)-2-pyridyl]carbamate FC(C(C)(O)C=1C=CC(=NC1)NC(OC(C)(C)C)=O)(F)F